tert-Butyl 4-(2-cyano-5-cyclopropyl-3-ethylphenyl)piperazine-1-carboxylate C(#N)C1=C(C=C(C=C1CC)C1CC1)N1CCN(CC1)C(=O)OC(C)(C)C